trans-3-amino-6'-chloro-2'-methyl-1',2'-dihydro-3'H-spiro[cyclobutane-1,4'-isoquinoline] NC1CC2(CN(CC3=CC=C(C=C23)Cl)C)C1